(3-(methoxymethoxy)-4-phenylthiophen-2-yl)lithium COCOC1=C(SC=C1C1=CC=CC=C1)[Li]